ClC1=CC=C2C(=NC=3N(C2=C1)C=NN3)N(C=3C=C(C=CC3)C3=CC=C(C=C3)CS(=O)(=O)C)C 8-chloro-N-methyl-N-(4'-((methylsulfonyl)methyl)-[1,1'-biphenyl]-3-yl)-[1,2,4]triazolo[4,3-a]quinazolin-5-amine